COC1=CC=C(C=C1)C(C(NC1=CC=C(C=C1)[Si](C)(C)C)=O)N(C(=O)C1NC(NC1)=O)C N-(1-(4-methoxyphenyl)-2-oxo-2-((4-(trimethylsilyl)phenyl)amino)ethyl)-N-methyl-2-oxoimidazolidine-4-carboxamide